OCC=1N(C2=CC=CC=C2C1)C1CCN(CC1)[C@H]1CC[C@H](CC1)C(CO)C 2-(cis-4-(4-(2-(hydroxymethyl)-1H-indole-1-yl)piperidin-1-yl)cyclohexyl)propanol